1-nonadecanoyl-2-octadecanoyl-sn-glycero-3-phosphocholine C(CCCCCCCCCCCCCCCCCC)(=O)OC[C@@H](OC(CCCCCCCCCCCCCCCCC)=O)COP(=O)([O-])OCC[N+](C)(C)C